2-(1-(1-(cis-4-isopropylcyclohexyl)piperidin-4-yl)-1H-indole-2-yl)-2-(phenylamino)acetonitrile C(C)(C)[C@H]1CC[C@H](CC1)N1CCC(CC1)N1C(=CC2=CC=CC=C12)C(C#N)NC1=CC=CC=C1